(S)-N-(5-(2-((tert-butyldimethylsilyl)oxy)-2-(5-chloropyridin-2-yl)ethoxy)-1,3,4-thiadiazol-2-yl)-4-(2-methoxyphenyl)-6-methylnicotinamide [Si](C)(C)(C(C)(C)C)O[C@H](COC1=NN=C(S1)NC(C1=CN=C(C=C1C1=C(C=CC=C1)OC)C)=O)C1=NC=C(C=C1)Cl